(6-amino-2-chloro-3-iodo-phenyl)-(2-fluoro-5-methoxy-phenyl)methanone NC1=CC=C(C(=C1C(=O)C1=C(C=CC(=C1)OC)F)Cl)I